S1C(=NC=C1)COC1=CC=C(CC2=NOC(=C2)C=2C(=NC(=CC2)N)N)C=C1 3-(3-(4-(thiazol-2-ylmethoxy)benzyl)isoxazol-5-yl)pyridine-2,6-diamine